N-Stearyl-stearamide (tetrahydro-Methyl-2H-pyran-4-yl)4-methylbenzenesulfonate CC1OCCC(C1)OS(=O)(=O)C1=CC=C(C=C1)C.C(CCCCCCCCCCCCCCCCC)NC(CCCCCCCCCCCCCCCCC)=O